N1(CCCCCC1)C1=CC=C(C=C1)C(/C=C/C=1C=C(OCCC(=O)O)C=CC1)=O 3-[3-[(E)-3-[4-(Azepan-1-yl)phenyl]-3-oxoprop-1-enyl]phenoxy]propanoic acid